1-fluoro-4-iodo-2,3,5-trimethylbenzene FC1=C(C(=C(C(=C1)C)I)C)C